ClC=1C=C2CN(CC2=CC1)C1=NC=2N(C(=C1)C=1C=NNC1)N=C(C2C(C)C)C(=O)NC2=CC(=CC=C2)O (5-chloroisoindolin-2-yl)-N-(3-hydroxyphenyl)-3-isopropyl-7-(1H-pyrazol-4-yl)pyrazolo[1,5-a]pyrimidine-2-carboxamide